4-difluoromethoxy-1,2-phenylenediamine FC(OC1=CC(=C(C=C1)N)N)F